N,N-dimethyl-1-(5-ethyl-3-methoxy-2-octyloxyphenyl)methanamine CN(CC1=C(C(=CC(=C1)CC)OC)OCCCCCCCC)C